BrC=1C=C(C=C2C(=NC=NC12)N(C)C(C)C=1N(N=CN1)C1=NC=C(C=C1)Br)C(F)(F)F 8-bromo-N-[1-[2-(5-bromo-2-pyridyl)-1,2,4-triazol-3-yl]ethyl]-N-methyl-6-(trifluoromethyl)quinazolin-4-amine